C(N)(=O)C1=C(C(=CC=2OC(OC21)(F)F)C)NC(=O)C=2N(N=C(C2)CN2N=C(N=N2)C2=CC=C(C=C2)C(F)(F)F)C2=NC=CC=C2Cl N-(4-carbamoyl-2,2-difluoro-6-methyl-1,3-benzodioxol-5-yl)-2-(3-chloro-2-pyridyl)-5-[[5-[4-(trifluoromethyl)phenyl]tetrazol-2-yl]methyl]pyrazole-3-carboxamide